tert-butyl (1s,2s,5r)-2-(((7-chloro-8-fluoro-2-(methylsulfanyl)-4-oxo-3,4-dihydropyrido[4,3-d]pyrimidin-5-yl) oxy) methyl)-3,8-diazabicyclo[3.2.1]octane-8-carboxylate ClC1=C(C=2N=C(NC(C2C(=N1)OC[C@@H]1[C@@H]2CC[C@H](CN1)N2C(=O)OC(C)(C)C)=O)SC)F